cis-β-octadecenoic acid C(C\C=C/CCCCCCCCCCCCCC)(=O)O